[[2-[(2R,5S)-2-cyclopentyl-5-methyl-1-piperidyl]-2-oxo-acetyl]amino]-2-methoxy-pyridine-3-carboxamide C1(CCCC1)[C@@H]1N(C[C@H](CC1)C)C(C(=O)NC1=C(C(=NC=C1)OC)C(=O)N)=O